1,1-bis(tertiary butyl-peroxy)-3,3,5-trimethylcyclohexane C(C)(C)(C)OOC1(CC(CC(C1)C)(C)C)OOC(C)(C)C